C(C)(=O)N[C@H]1C[C@@H](C[C@H]1NC)C(=O)N[C@@H](C12CCC(CC1)(C2)F)C2=C(C(=CC=C2F)Cl)Cl (1R,3S,4R)-3-acetamido-N-((S)-(2,3-dichloro-6-fluorophenyl)(4-fluorobicyclo[2.2.1]hept-1-yl)methyl)-4-(methylamino)cyclopentane-1-carboxamide